1-Butyl-5-(diaminomethylene)-3-(2,4-dioxo-1-oxa-3-azadispiro[5.1.58.16]tetradecan-11-yl)pyrimidine-2,4,6(1H,3H,5H)-trione C(CCC)N1C(N(C(C(C1=O)=C(N)N)=O)C1CCC2(CC3(CC(NC(O3)=O)=O)C2)CC1)=O